2,5-dihydroxyterephthalic acid methyl ester COC(C1=C(C=C(C(=O)O)C(=C1)O)O)=O